4-(5-(3-((2-(3-carboxypropanoyl)-6-methoxy-1H-inden-5-yl)oxy)propoxy)-6-methoxyisoindolin-2-yl)-4-oxobutanoic acid C(=O)(O)CCC(=O)C=1CC2=CC(=C(C=C2C1)OCCCOC=1C=C2CN(CC2=CC1OC)C(CCC(=O)O)=O)OC